N-[2-chloro-5-(trifluoromethyl)pyridin-3-yl]pyridine-3-carboxamide ClC1=NC=C(C=C1NC(=O)C=1C=NC=CC1)C(F)(F)F